C1(CCCCC1)CC(CC(CC1CCCCC1)=O)=O (Z)-1,5-dicyclohexyl-2,4-pentanedione